C1(CC1)C1=CC=CC2=C(N(N=C12)CC1(CC(C1)(F)F)C)C(=O)NC1=CC(=NC=C1)S(=O)(=N)C 7-cyclopropyl-2-((3,3-difluoro-1-methylcyclobutyl)methyl)-N-(2-(S-methylsulfonimidoyl)pyridin-4-yl)-2H-indazole-3-carboxamide